NC(C)C1=CC=C2CN(C(C2=C1)=O)C1C(N(C(CC1)=O)COCC[Si](C)(C)C)=O 3-(6-(1-aminoethyl)-1-oxoisoindolin-2-yl)-1-((2-(trimethylsilyl)ethoxy)methyl)piperidine-2,6-dione